ClC1=C(C(=O)NC)C=C(C=C1)CC=1OC(=NN1)C1=C(N=C2N1C=CC=C2)C2=CC=C(C=C2)Cl 2-Chloro-5-((5-(2-(4-chlorophenyl)imidazo[1,2-a]pyridin-3-yl)-1,3,4-oxadiazol-2-yl)methyl)-N-methylbenzamid